C1(=CC=CC2=CC=CC=C12)N(C1=CC=CC=C1)C1=CC=C(C=C1)C1=CC=C(C=C1)N(C1=CC=CC2=CC=CC=C12)C1=CC=CC=C1 bis[N-(naphthyl)-N-phenyl-amino]biphenyl